CN(CC(=O)O)C1=NC2=CC=C(C=C2C(=C1)C1=CC=CC=C1)CCN1CCOCC1 N-methyl-N-(6-(2-morpholinoethyl)-4-phenylquinolin-2-yl)glycine